C(C)(C)(C)OC(=O)NC(C(=O)O)P(=O)(O)O N-(tert-butoxycarbonyl)-2-phosphonoglycine